C(C1=CC=CC=C1)OC=1C=C(C=CC1)C1=NN2C(=NC=3C=CC=CC3C2=N1)NC=1C(N=CC=CC1)=O (3R)-3-({2-[3-(benzyloxy)phenyl][1,2,4]triazolo[1,5-C]quinazolin-5-yl}amino)azepin-2-one